5-(((1R,3s,5S)-6,6-difluorobicyclo[3.1.0]hexane-3-yl)amino)-N-methylpyrazine-2-sulfonamide FC1([C@H]2CC(C[C@@H]12)NC=1N=CC(=NC1)S(=O)(=O)NC)F